CN1CCN(CC1)C(=O)O[C@@H]1CC[C@H](CC1)C(N(C[C@@H]1CC[C@H](CC1)C=1C=NC(=C(C1)C)OC)C1=NC=CC(=C1)C=1C=NN(C1)C(C)C)=O trans-4-((4-(1-Isopropyl-1H-pyrazol-4-yl)pyridin-2-yl)(((trans)-4-(6-methoxy-5-methylpyridin-3-yl)cyclohexyl)methyl)carbamoyl)cyclohexyl 4-methylpiperazine-1-carboxylate